2-(4,6-dimethylpyrazolo[1,5-a]pyrazin-2-yl)-7-[(3aR,6aS)-5-methylhexahydropyrrolo[3,4-c]pyrrol-2(1H)-yl]-4H-pyrido[1,2-a]pyrimidin-4-one CC=1C=2N(C=C(N1)C)N=C(C2)C=2N=C1N(C(C2)=O)C=C(C=C1)N1C[C@@H]2CN(C[C@@H]2C1)C